L-2-amino-3-(dimethylamino)-propionic acid N[C@H](C(=O)O)CN(C)C